bis(4-naphthalen-2-yl-phenyl)-(3',5'-diphenyl-1,1':2',1''-terphenyl-3''-yl)-amine C1=C(C=CC2=CC=CC=C12)C1=CC=C(C=C1)N(C=1C=C(C=CC1)C=1C(=CC(=CC1C1=CC=CC=C1)C1=CC=CC=C1)C1=CC=CC=C1)C1=CC=C(C=C1)C1=CC2=CC=CC=C2C=C1